C1(CC1)NC(=O)C1=NNC2=CC(=CC=C12)C=1C=NC(=C(C1)C(N[C@@H](C)C1=C(C=CC(=C1)C(F)(F)F)F)=O)OC[2H] N-cyclopropyl-6-(5-{[(1S)-1-[2-fluoro-5-(trifluoromethyl)phenyl]-ethyl]carbamoyl}-6-(deutero)meth-oxypyridin-3-yl)-1H-indazole-3-carboxamide